Cl.N1(CCNCCN(CCNCC1)CC(=O)O)CC(=O)O 2,2'-(1,4,7,10-tetraazacyclododecane-1,7-diyl)diacetic acid hydrochloride